(R)-3-((6-chloropyridazin-3-yl)carbamoyl)-3-fluoro-piperidine-1-carboxylic acid tert-butyl ester C(C)(C)(C)OC(=O)N1C[C@@](CCC1)(F)C(NC=1N=NC(=CC1)Cl)=O